ClC=1C(=NC=C(C(=O)O)C1)N1CCN(CC1)/C(=N/O)/C1=C(C=CC=C1C(F)(F)F)F (E)-5-chloro-6-(4-((2-fluoro-6-(trifluoromethyl)phenyl)(hydroxyimino)methyl)piperazin-1-yl)nicotinic acid